4-(6-(4-aminopiperidin-1-yl)-3-(2-methyl-2H-indazol-5-yl)pyridin-2-yl)-2-fluorobenzonitrile NC1CCN(CC1)C1=CC=C(C(=N1)C1=CC(=C(C#N)C=C1)F)C1=CC2=CN(N=C2C=C1)C